imidazo[1,2-b]pyrazole-7-carboxylate N=1C=CN2NC=C(C21)C(=O)[O-]